N-((1,2,3,5,6,7-hexahydro-s-indacen-4-yl)carbamoyl)-3-(4-phenyl-1H-1,2,3-triazol-1-yl)benzenesulfonamide C1CCC2=C(C=3CCCC3C=C12)NC(=O)NS(=O)(=O)C1=CC(=CC=C1)N1N=NC(=C1)C1=CC=CC=C1